N1=NC(=CC=C1)C(=O)OCC Ethyl pyridazine-3-carboxylate